ClC=1C=C(C=C(C1)Cl)C(C(F)(F)O\N=C(/C)\C1=CC=C(C=C1)I)=C (E)-1-(4-iodophenyl)ethane-1-one O-(2-(3,5-dichlorophenyl)-1,1-difluoroallyl) oxime